S1C(=NC2=C1C=CC=C2)SCC2=CC(OC1=CC=C(C=C21)C)=O 4-[(1,3-Benzothiazol-2-ylsulfanyl)methyl]-6-methyl-2H-chromen-2-one